((2-Hydroxyethyl)azanediyl)bis(decane-10,1-diyl) bis(10-((2-hydroxyethyl)((9Z,12Z)-octadeca-9,12-dien-1-yl)amino)decanoate) OCCN(CCCCCCCCCC(=O)OCCCCCCCCCCN(CCCCCCCCCCOC(CCCCCCCCCN(CCCCCCCC\C=C/C\C=C/CCCCC)CCO)=O)CCO)CCCCCCCC\C=C/C\C=C/CCCCC